(1R,2S,4R)-2-(cyclopropoxymethyl)-5,5-difluoro-2-(hydroxymethyl)-4-methylquinuclidin-3-one C1(CC1)OC[C@@]1(N2CC([C@@](C1=O)(CC2)C)(F)F)CO